4-(6-((2S,6R)-2-(1-cyclopropyl-1H-pyrazol-4-yl)-6-methylmorpholino)-3-methyl-4-oxo-2-(trifluoromethyl)-3,4-dihydropyrido[3,4-d]pyrimidin-8-yl)-3-fluorobenzonitrile C1(CC1)N1N=CC(=C1)[C@@H]1O[C@@H](CN(C1)C1=CC2=C(N=C(N(C2=O)C)C(F)(F)F)C(=N1)C1=C(C=C(C#N)C=C1)F)C